(S)-1-(4-fluorophenyl)-N-(3-(prop-2-yn-1-ylamino)bicyclo[1.1.1]pentan-1-yl)-3,4-dihydroisoquinoline FC1=CC=C(C=C1)[C@@H]1N(CCC2=CC=CC=C12)C12CC(C1)(C2)NCC#C